C12CC(CC(CCC1)N2)N(C=2SC1=C(N2)COC=2C=C(C=CC21)C=2C=NNC2)C N-(9-azabicyclo[3.3.1]nonan-3-yl)-N-methyl-7-(1H-pyrazol-4-yl)-4H-chromeno[3,4-d]thiazol-2-amine